FC(C)(F)C1=NC(=CC(=N1)NC1=CC(=NC=C1OC1COC1)NC(C)=O)C N-(4-((2-(1,1-difluoroethyl)-6-methylpyrimidin-4-yl)amino)-5-(oxetan-3-yloxy)pyridin-2-yl)acetamide